C1(CCCCC1)[C@@H](C(=O)N1CCN(CC1)C(=O)C=1N(C2=CC(=CC=C2C1C(=O)NCC(=O)OC)OC)C)NC([C@H](C)NC)=O methyl (2-(4-((S)-2-cyclohexyl-2-((S)-2-(methylamino)propanamido)acetyl)piperazine-1-carbonyl)-6-methoxy-1-methyl-1H-indole-3-carbonyl)glycinate